racemic-1,2,3,4-tetrahydroisoquinoline-3-formic acid C1N[C@H](CC2=CC=CC=C12)C(=O)O |r|